ClC1=CC=CC2=CC=CC=C12 alpha-chloronaphthalene